[Ir].C1(=CC=CC=C1)C1=NC2=CC=CC=C2C=C1.C1(=CC=CC=C1)C1=NC2=CC=CC=C2C=C1 bis(2-phenylquinoline) iridium